C(C)(C)(C)NC(=O)NC=1C=CC2=C(OCC(N2[C@@H](C)C2=CC(=CC=C2)Cl)=O)C1 (S)-1-(tert-butyl)-3-(4-(1-(3-chlorophenyl)ethyl)-3-oxo-3,4-dihydro-2H-benzo[b][1,4]oxazin-7-yl)urea